C(C=C)(=O)OCCC[Si](F)(F)F acryloyloxypropyl-trifluorosilane